C1(CC1)[C@@H]1C(N(CC1)C=1C=2N(N=CC1)C=C(C2)C=2C=NN(C2)C)=O (R)-3-cyclopropyl-1-(6-(1-methyl-1H-pyrazol-4-yl)pyrrolo[1,2-b]pyridazin-4-yl)pyrrolidin-2-one